(R)-6-((3-amino-2-hydroxypropyl)sulfonyl)-3-(6-aminopyridin-3-yl)-2-(2H-tetrazol-5-yl)benzenesulfonamide NC[C@H](CS(=O)(=O)C1=CC=C(C(=C1S(=O)(=O)N)C=1N=NNN1)C=1C=NC(=CC1)N)O